tert-butyl 4-[1-[[1-(2,6-dioxo-3-piperidyl)-3-methyl-2-oxo-benzimidazol-4-yl]methyl]-4-piperidyl]piperazine-1-carboxylate O=C1NC(CCC1N1C(N(C2=C1C=CC=C2CN2CCC(CC2)N2CCN(CC2)C(=O)OC(C)(C)C)C)=O)=O